propyl 4-methyl-2-((2S,3R)-2-methyl-3-((7-(5-methyl-1,2,4-oxadiazol-3-yl)isoquinolin-1-yl)amino)pyrrolidine-1-carbonyl)thiazole-5-carboxylate CC=1N=C(SC1C(=O)OCCC)C(=O)N1[C@H]([C@@H](CC1)NC1=NC=CC2=CC=C(C=C12)C1=NOC(=N1)C)C